ethyl 3-(3-hydroxy-5-(2-phenylthiazol-5-yl)picolinamido)-2,2-dimethylpropanoate OC=1C(=NC=C(C1)C1=CN=C(S1)C1=CC=CC=C1)C(=O)NCC(C(=O)OCC)(C)C